C(CCCCC)OC(C(=O)O)C1=CC=CC=C1 hexyloxyphenylacetic acid